N-(4-bromo-3-methoxyphenethyl)-2-formamido-4-methylpentanamide BrC1=C(C=C(CCNC(C(CC(C)C)NC=O)=O)C=C1)OC